(6-(7-chloro-5H-pyrrolo[2,3-b]pyrazin-2-yl)-8-((R)-morpholin-3-yl)-3,4-dihydroisoquinolin-2(1H)-yl)(4-hydroxyl-2,2-dimethylpyrrolidin-1-yl)methanone ClC1=CNC2=NC=C(N=C21)C=2C=C1CCN(CC1=C(C2)[C@H]2NCCOC2)C(=O)N2C(CC(C2)O)(C)C